5-(4-cyclohexylphenyl)-N-(2-hydroxyethyl)-N-methyl-7-oxo-4,7-dihydropyrazolo[1,5-a]pyrimidine-3-carboxamide C1(CCCCC1)C1=CC=C(C=C1)C=1NC=2N(C(C1)=O)N=CC2C(=O)N(C)CCO